BrC1=C(C(=O)NC2=CC(=NN2C)C2=CC=C(C=C2)NC(C2=C(C=CC=C2)Cl)=O)C=CC=C1 2-bromo-N-(3-(4-(2-chlorobenzamido)phenyl)-1-methyl-1H-pyrazol-5-yl)benzamide